C1(=CC=CC2=CC=CC=C12)[S+](C1=CC=CC2=CC=CC=C12)C1=CC=CC2=CC=CC=C12 trinaphthalenylsulfonium